C(#N)C1=CC=C(C=N1)NC(=O)[C@@H]1CC12CCN(CC2)C(=O)OC(C(F)(F)F)C(F)(F)F |r| 1,1,1,3,3,3-hexafluoropropan-2-yl (±)-1-((6-cyanopyridin-3-yl)carbamoyl)-6-azaspiro[2.5]octane-6-carboxylate